2-([2-chloro-5,5-dimethyl-6H,7H-cyclopenta[d]pyrimidin-4-yl](methyl)amino)-N-(6-methylpyridin-3-yl)acetamide ClC=1N=C(C2=C(N1)CCC2(C)C)N(CC(=O)NC=2C=NC(=CC2)C)C